1-(Hydroxymethyl)cyclopropane-1-carboxylic acid ethyl ester C(C)OC(=O)C1(CC1)CO